(Z)-(5-(5-(3-ethylpiperidine-1-carbonyl)-1H-pyrrolo[2,3-b]pyridin-1-yl)pyridin-3-yl)carbamate C(C)C1CN(CCC1)C(=O)C=1C=C2C(=NC1)N(C=C2)C=2C=C(C=NC2)NC([O-])=O